(2R,3R)-2-((4-methoxybenzyl)oxy)butanoic acid COC1=CC=C(CO[C@@H](C(=O)O)CC)C=C1